1-(tert-butyl) 2-methyl 5-fluoro-4-vinyl-1H-indole-1,2-dicarboxylate FC=1C(=C2C=C(N(C2=CC1)C(=O)OC(C)(C)C)C(=O)OC)C=C